C(C)(C)(C)OC(=O)NC1(CN(CCCC1)C(=O)OC(C)(C)C)C#N tert-butyl 3-((tert-butoxycarbonyl) amino)-3-cyanoazepane-1-carboxylate